5-methyl-5a,6,7,8,9,10-hexahydro-5H-4-oxa-3,10a,11,13,14-pentaaza-6,9-methanonaphtho[1,8-ab]heptalene CC1OC2=C3C(N4CC5CCC(C14)N5)=NC=NC3=CC=N2